7-amino-N-{2-[3-amino-4-(2-methoxyethoxy)pyrrolidin-1-yl]-4-fluoro-5,6,7,8-tetrahydroquinolin-6-yl}-3-methylthieno[2,3-b]pyrazine-6-carboxamide NC1=C(SC2=NC(=CN=C21)C)C(=O)NC2CC=1C(=CC(=NC1CC2)N2CC(C(C2)OCCOC)N)F